N-(1-allyl-7-bromo-2,2,3,3,6-pentafluoro-2,3-dihydro-1H-inden-1-yl)-2-methylpropan-2-sulfinamide C(C=C)C1(C(C(C2=CC=C(C(=C12)Br)F)(F)F)(F)F)NS(=O)C(C)(C)C